C1(=CC=CC=C1)CC(=O)OC1=CC(=CC=C1)C benzeneacetic acid, 3-methylphenyl ester